OC[C@H](C1=CC=CC=C1)NC1=NC(=NC=C1C=1OC=NN1)NC=1C=C2C(=C(N(C(C2=CC1)=O)C)C)C (S)-6-((4-((2-hydroxy-1-phenylethyl)amino)-5-(1,3,4-oxadiazol-2-yl)pyrimidin-2-yl)amino)-2,3,4-trimethylisoquinolin-1(2H)-one